O.P(=O)([O-])([O-])[O-].[Fe+2].[Zn+2] zinc-iron phosphate hydrate